5-((2-(azetidin-1-ylmethyl)-6-fluorobenzyl)amino)-N-(isothiazol-3-yl)-6-methylpyridine-2-sulfonamide trifluoroacetic acid salt FC(C(=O)O)(F)F.N1(CCC1)CC1=C(CNC=2C=CC(=NC2C)S(=O)(=O)NC2=NSC=C2)C(=CC=C1)F